S1C=NC2=C1C=C(C=C2)N2C(N(C=1C2=NC=CC1)CC1CCC(CC1)NC(C1=C(N=CC(=C1)Cl)C(F)F)=O)=O N-((1r,4r)-4-((3-(benzo[d]thiazol-6-yl)-2-oxo-2,3-dihydro-1H-imidazo[4,5-b]pyridin-1-yl)methyl)cyclohexyl)-5-chloro-2-(difluoromethyl)nicotinamide